4-methyl-2-(1-methyl-2-oxo-4-piperidyl)-N-[6-(trifluoromethyl)-3H-benzimidazol-4-yl]-3,4-dihydro-1H-isoquinoline-7-carboxamide CC1CN(CC2=CC(=CC=C12)C(=O)NC1=CC(=CC=2N=CNC21)C(F)(F)F)C2CC(N(CC2)C)=O